COC1=CC=C(C(=C1)NCC1=C(C=CC=C1)C)N 5-methoxy-N1-(2-methylbenzyl)benzene-1,2-diamine